5-Phenyl-1H-pyrazole-3-carboxylic acid {2-[4-(adamantan-2-ylamino)-piperidin-1-yl]-2-oxo-ethyl}-amide C12C(C3CC(CC(C1)C3)C2)NC2CCN(CC2)C(CNC(=O)C2=NNC(=C2)C2=CC=CC=C2)=O